ClC1=C(C(=NC=C1)C(=O)O)OC 4-Chloro-3-methoxypyridinic acid